tert-butyl 3-4-oxo-5-azaspiro[2.4]heptan-5-yl-4H,5H,6H,7H-pyrazolo[1,5-a]pyrazine-5-carboxylate O=C1C2(CC2)CCN1C=1C=NN2C1CN(CC2)C(=O)OC(C)(C)C